FC1=C(C=CC=C1F)\C=C\C(C)(S(=O)N)C [(1E)-(2,3-difluorophenyl)methylidene]-2-methylpropane-2-sulfinamide